N-(4-((R*)-2-(4-chloro-2-fluorophenyl)propyl)-6-(((R)-1-hydroxy-4-methylpentan-2-yl)amino)-1,3,5-triazin-2-yl)methanesulfonamide ClC1=CC(=C(C=C1)[C@@H](CC1=NC(=NC(=N1)N[C@@H](CO)CC(C)C)NS(=O)(=O)C)C)F |o1:7|